NC=1NC(C2=C(N1)NC(=C2C2=C(C=CC(=C2)C(F)(F)F)OC)C2=CC=C(C=C2)S(=O)(=O)N(C)C)=O 4-(2-amino-5-(2-methoxy-5-(trifluoromethyl)phenyl)-4-oxo-4,7-dihydro-3H-pyrrolo[2,3-d]pyrimidin-6-yl)-N,N-dimethylbenzenesulfonamide